7a-methyl-1-(thiazol-2-yl)octahydro-1H-inden-1-ol CC12CCCCC2CCC1(O)C=1SC=CN1